Cl.IC=1C=C(CNC(=N)NNC(=N)N)C=CC1 (3-iodo)benzyl-biguanidine hydrochloride